disulfanediylbis(ethane-2,1-diyl) diacrylate (disulfanediylbis(ethane-2,1-diyl) diacrylate) S(SCCC=CC(=O)O)CCC=CC(=O)O.C(C=C)(=O)OCCSSCCOC(C=C)=O